N1(CCCC2=CC=CC=C12)CCC(=O)C1=CC=CC=C1 3-(3,4-dihydroquinolin-1(2H)-yl)-1-phenylpropan-1-one